C1(=CC=CC2=CC=CC=C12)C1=CC=C(C=C1)NC1=CC=CC2=CC=CC=C12 N-[4-(1-naphthalenyl)phenyl]-1-naphthaleneamine